diethyl bis[3-(3,5-di-t-butyl-4-hydroxyphenyl) propionate] C(C)(C)(C)C=1C=C(C=C(C1O)C(C)(C)C)CCC(=O)OCC.C(C)(C)(C)C=1C=C(C=C(C1O)C(C)(C)C)CCC(=O)OCC